4-(2,6-dimethyltetrahydropyran-4-yl)-3,5-dimethyl-pyrazol CC1OC(CC(C1)C=1C(=NNC1C)C)C